2-amino-N-((s)-1-((3R,5'S)-5'-cyano-2-oxospiro[indol-3,3'-pyrrolidin]-1'-yl)-3-cyclopropyl-1-oxopropan-2-yl)-N-(methyl-d3)propanamide trifluoroacetate FC(C(=O)O)(F)F.NC(C(=O)N(C([2H])([2H])[2H])[C@H](C(=O)N1C[C@]2(C[C@H]1C#N)C(NC1=CC=CC=C12)=O)CC1CC1)C